N-[(3R,5S)-1-(8-cyanoquinoxalin-5-yl)-5-methylpiperidin-3-yl]-3,3,3-trifluoropropionamide C(#N)C=1C=CC(=C2N=CC=NC12)N1C[C@@H](C[C@@H](C1)C)NC(CC(F)(F)F)=O